N-(2-(trifluoromethoxy)ethyl)pyrazine-2-carboxamide Methyl-2-(((2-((S)-1-(2,3-difluorobenzyl)-5-thioxopyrrolidin-2-yl)ethanethioyl)-L-valyl)thio)acetate COC(CSC([C@@H](NC(C[C@H]1N(C(CC1)=S)CC1=C(C(=CC=C1)F)F)=S)C(C)C)=O)=O.FC(OCCNC(=O)C1=NC=CN=C1)(F)F